C1(CC1)C=1N=NN(C1)[C@H](C(=O)N1[C@@H](C[C@H](C1)O)C(=O)NC(C)C1=NC(=CC=C1)OC)C(C)(C)C (2S,4R)-1-[(2S)-2-(4-cyclopropyltriazol-1-yl)-3,3-dimethyl-butanoyl]-4-hydroxy-N-[1-(6-methoxy-2-pyridyl)ethyl]pyrrolidine-2-carboxamide